BrC=1SC(=C2N=C(C(=NC21)C2=CC=CC=C2)C2=CC=CC=C2)Br 5,7-Dibromo-2,3-diphenylthieno[3,4-b]pyrazine